ClC=1C=C(C=CC1F)C1=C(C=CC(=N1)NN1C(C(=C(C1=O)C)C)=O)C(F)(F)F 1-{[6-(3-chloro-4-fluorophenyl)-5-(trifluoromethyl)(2-pyridyl)]amino}-3,4-dimethylazoline-2,5-dione